N=1SN=C2C1C=CC(=C2)C=O benzo[c][1,2,5]thiadiazole-5-carbaldehyde